N-((4-Chloro-2,6-diisopropylphenyl)carbamoyl)-2,4,6-trimethylpiperazin-1-sulfonamid ClC1=CC(=C(C(=C1)C(C)C)NC(=O)NS(=O)(=O)N1C(CN(CC1C)C)C)C(C)C